2-(4-((5-fluoro-4-((4-hydroxy-4-(trifluoromethyl)cyclohexyl)methoxy)pyrimidin-2-yl)amino)-3-methyl-1H-pyrazol-1-yl)-2-methylpropanenitrile FC=1C(=NC(=NC1)NC=1C(=NN(C1)C(C#N)(C)C)C)OCC1CCC(CC1)(C(F)(F)F)O